COC(=O)[C@]1(C[C@@](N=C(S1)N)(C)C1=C(C=CC(=C1)\C=C(/F)\C1=NC=C(C=C1)C#N)F)C (4S,6R)-methyl-2-amino-4-(5-((Z)-2-(5-cyanopyridin-2-yl)-2-fluorovinyl)-2-fluorophenyl)-4,6-dimethyl-5,6-dihydro-4H-1,3-thiazine-6-carboxylate